3,6-dichloro-4-((1S,2S)-2-(methoxymethyl)cyclopropyl)pyridazine ClC=1N=NC(=CC1[C@@H]1[C@H](C1)COC)Cl